(Z)-2-azido-3-(5-fluorothiophen-2-yl)acrylic acid ethyl ester C(C)OC(/C(=C/C=1SC(=CC1)F)/N=[N+]=[N-])=O